4-[(3-chloro-4-fluorophenyl)amino]-6-{cis-4-[(morpholine-4-yl)carbonylamino]-cyclohexane-1-yloxy}-7-methoxy-quinazoline ClC=1C=C(C=CC1F)NC1=NC=NC2=CC(=C(C=C12)O[C@@H]1CC[C@@H](CC1)NC(=O)N1CCOCC1)OC